3-(3-(1-methyl-1H-pyrazol-4-yl)pyrazolo[1,5-a]pyridin-5-yl)-5-(2-(4-methylpiperazin-1-yl)pyridin-4-yl)-1H-pyrrolo[2,3-b]pyridine CN1N=CC(=C1)C=1C=NN2C1C=C(C=C2)C2=CNC1=NC=C(C=C12)C1=CC(=NC=C1)N1CCN(CC1)C